O1-ethyl O2-methyl 4-[1-[3-[(1-tert-butoxycarbonyl-4-piperidyl)oxy]cyclobutyl]-4-piperidyl]-3-methyl-benzene-1,2-dicarboxylate C(C)(C)(C)OC(=O)N1CCC(CC1)OC1CC(C1)N1CCC(CC1)C=1C(=C(C(=CC1)C(=O)OCC)C(=O)OC)C